C1(C(C=CC=C1)O)O 3,5-cyclohexadiene-1,2-diol